N-(2-acetamidoethyl)-N-(3-chloro-4-((2-methyl-[1,1'-biphenyl]-3-yl)methoxy)benzyl)-3-cyanopropionamide C(C)(=O)NCCN(C(CCC#N)=O)CC1=CC(=C(C=C1)OCC=1C(=C(C=CC1)C1=CC=CC=C1)C)Cl